((2-(((3S,6S,9aS)-3-(3-(4-hydroxypyrimidin-5-yl)azetidine-1-carbonyl)-5-oxooctahydro-1H-pyrrolo[1,2-a]azepin-6-yl)carbamoyl)benzo[b]thiophen-5-yl)methyl)phosphonic acid OC1=NC=NC=C1C1CN(C1)C(=O)[C@@H]1CC[C@H]2N1C([C@H](CCC2)NC(=O)C2=CC1=C(S2)C=CC(=C1)CP(O)(O)=O)=O